(2R)-3-benzyloxy-2-(tert-butoxycarbonylamino)propanoic acid C(C1=CC=CC=C1)OC[C@H](C(=O)O)NC(=O)OC(C)(C)C